N,N'-di-t-butoxycarbonyl-N'-(4-carboxyphenyl)guanidine C(C)(C)(C)OC(=O)NC(=N)N(C1=CC=C(C=C1)C(=O)O)C(=O)OC(C)(C)C